(2R)-2-amino-3-cyclopropylpropionic acid N[C@@H](C(=O)O)CC1CC1